1,4-bis(2-benzoxazolyl)naphthalene (S)-2-((S)-2-(adamantane-1-carboxamido)-6-(3-oxomorpholino)hexanamido)-6-diazo-5-oxohexanoate C12(CC3CC(CC(C1)C3)C2)C(=O)N[C@H](C(=O)N[C@H](C(=O)O)CCC(C=[N+]=[N-])=O)CCCCN2C(COCC2)=O.O2C(=NC3=C2C=CC=C3)C3=CC=C(C2=CC=CC=C32)C=3OC2=C(N3)C=CC=C2